(R)-2-((4-(1H-Tetrazol-5-yl)benzyl)amino)-N-((S)-1-((4-carbamimidoylbenzyl)amino)-1-oxopropan-2-yl)-4-phenylbutanamide Di-trifluoroacetate salt FC(C(=O)O)(F)F.FC(C(=O)O)(F)F.N1N=NN=C1C1=CC=C(CN[C@@H](C(=O)N[C@H](C(=O)NCC2=CC=C(C=C2)C(N)=N)C)CCC2=CC=CC=C2)C=C1